N-((3s,5s,7s)-adamantan-1-yl)-2-methyl-5-phenyloxazole-4-carboxamide C12(CC3CC(CC(C1)C3)C2)NC(=O)C=2N=C(OC2C2=CC=CC=C2)C